(S)-5-((((6-(2-Chloro-3-(3-chloro-2-(4-((((S)-2-hydroxypropyl)(methyl)amino)methyl)-3-methoxyphenyl)pyridin-4-yl)phenyl)-2-methoxypyridin-3-yl)methyl)amino)methyl)pyrrolidin-2-one ClC1=C(C=CC=C1C1=C(C(=NC=C1)C1=CC(=C(C=C1)CN(C)C[C@H](C)O)OC)Cl)C1=CC=C(C(=N1)OC)CNC[C@@H]1CCC(N1)=O